[N+](=O)([O-])C1=CC=C(C=C1)C(C=1C(CC(CC1O)(C)C)=O)C=1C(CC(CC1O)(C)C)=O 2,2'-((4-nitrophenyl)methylene)bis(3-hydroxy-5,5-dimethylcyclohex-2-en-1-one)